2-(3-methyl-2-(5-(3-(2-morpholinoethoxy)phenyl)-1,2,3,4-tetrahydro-quinoline-1-carbonyl)-3,4,6,7-tetrahydro-5H-imidazolo[4,5-c]pyridin-5-yl)acetic acid CN1C(=NC2=C1CN(CC2)CC(=O)O)C(=O)N2CCCC1=C(C=CC=C21)C2=CC(=CC=C2)OCCN2CCOCC2